C[C@@H]1C=2N(CCN1C(=O)OC(C)(C)C)N=CN2 tert-butyl (8R)-8-methyl-6,8-dihydro-5H-[1,2,4]triazolo[1,5-a]pyrazine-7-carboxylate